BrC=1C=C2C(CC3(CCN(CC3)C(=O)OC)C2=CC1)OC1=C(C=CC=C1CC(=O)OCC)C#N methyl 5-bromo-3-(2-cyano-6-(2-ethoxy-2-oxoethyl) phenoxy)-2,3-dihydrospiro[indene-1,4'-piperidine]-1'-carboxylate